methyl 2,2-dimethyl-5-[6-oxo-5-(trifluoromethyl)-1-(2-trimethylsilylethoxymethyl)pyridazin-3-yl]pentanoate CC(C(=O)OC)(CCCC1=NN(C(C(=C1)C(F)(F)F)=O)COCC[Si](C)(C)C)C